OC1=CC=C(C=C1)SC(C(C)=O)=C(C)O 3-(4-hydroxyphenyl-thio)-4-hydroxypent-3-en-2-one